N1=CCC(C2=CN=CC=C12)=O 1,6-naphthyridine-4-one